BrC(=C([2H])[2H])[2H] 1-bromo-1,2,2-trideutero-ethylene